O[C@H]1C[C@@H](O[C@@H]1C([2H])([2H])O)N1C=2N=C(NC(C2N=C1)=O)NC(C1=CC=CC=C1)=O N-(9-((2R,4S,5R)-4-hydroxy-5-(hydroxymethyl-d2)tetrahydrofuran-2-yl)-6-oxo-6,9-dihydro-1H-purin-2-yl)benzamide